C(C1=CC=CC=C1)OC=1C=CC(=NC1)N1CCN(CC1)C1C(N(OC1)CC1=CC=C(C=C1)C)=O 4-(4-(5-(benzyloxy)pyridin-2-yl)piperazin-1-yl)-2-(4-methylbenzyl)isoxazolidin-3-one